C(C)(=O)OC1=C(C(=C2C(CC(OC2=C1)C1=C(C=CC=C1)OC(C)=O)=O)O)CC=C(C)C Acetic acid 2-[7-acetoxy-5-hydroxy-6-(3-methyl-but-2-enyl)-4-oxo-chroman-2-yl]-phenyl Ester